C(C)(C)(C)C1=C(C=CC=C1)C(C)C T-butylcumene